BrC=1C=NC=CC1C(C)C 3-bromo-4-(prop-2-yl)pyridine